C(C)CSC1=C(C(=NC(=N1)Cl)C=1OC=CC1)C(=O)OCCC1=NC=C(C=C1)B1OC(C(O1)(C)C)(C)C 2-(5-(4,4,5,5-tetramethyl-1,3,2-dioxaborolan-2-yl)pyridin-2-yl)ethan-1-ol ethyl-2-chloro-4-(2-furyl)-6-methylsulfanyl-pyrimidine-5-carboxylate